Bis[2-(3,4-difluorophenoxy)ethyl]amine FC=1C=C(OCCNCCOC2=CC(=C(C=C2)F)F)C=CC1F